3-amino-5-(3-((4-methyl-4H-1,2,4-triazol-3-yl)methyl)oxetan-3-yl)benzonitrile NC=1C=C(C#N)C=C(C1)C1(COC1)CC1=NN=CN1C